N-(3-(((2-((4-(4-((4-(2,6-dioxopiperidin-3-yl)benzyl)(methyl)amino)piperidin-1-yl)phenyl)amino)-5-(trifluoromethyl)pyrimidin-4-yl)amino)methyl)pyridin-2-yl)-N-methylmethanesulfonamide O=C1NC(CCC1C1=CC=C(CN(C2CCN(CC2)C2=CC=C(C=C2)NC2=NC=C(C(=N2)NCC=2C(=NC=CC2)N(S(=O)(=O)C)C)C(F)(F)F)C)C=C1)=O